C(C)(=O)[O-].C(C)(=O)[O-].[Pd+2].COC1=C(C=CC(=C1)OC)CNC1=NN=C(C2=CC(=CC=C12)C=1C=C(C=C(C1)P(=O)(C)C)B(O)O)C [3-[1-[(2,4-DIMETHOXYPHENYL)METHYLAMINO]-4-METHYLPHTHALAZIN-6-YL]-5-DIMETHYLPHOSPHORYLPHENYL]BORONIC ACID Palladium(II) diacetate